(S)-2-((((9H-fluoren-9-yl)methoxy)carbonyl)amino)-3-(3-(2-(tert-butoxy)-2-oxoethyl)imidazo[1,5-a]pyridin-1-yl)propanoic acid C1=CC=CC=2C3=CC=CC=C3C(C12)COC(=O)N[C@H](C(=O)O)CC=1N=C(N2C1C=CC=C2)CC(=O)OC(C)(C)C